2-(2-(2-ethoxyethoxy)ethoxy)ethane-1-thiol C(C)OCCOCCOCCS